COC(CCOC[C@H]1N(C(OC1)(C)C)C(=O)OC(C)(C)C)=O tert-butyl (4R)-4-[(3-methoxy-3-oxopropoxy)methyl]-2,2-dimethyl-1,3-oxazolidine-3-carboxylate